(S)-tert-butyl (1-((2-aminoethyl)amino)-3-methyl-1-oxobutan-2-yl)carbamate NCCNC([C@H](C(C)C)NC(OC(C)(C)C)=O)=O